1-(benzo[d]thiazol-7-yl)-2,2,2-trifluoroethane-1-one S1C=NC2=C1C(=CC=C2)C(C(F)(F)F)=O